dicyclohexyl(2,6-diisopropoxybiphenyl-2-yl)phosphine C1(CCCCC1)P(C1(C(=C(C=CC1)OC(C)C)C1=CC=CC=C1)OC(C)C)C1CCCCC1